12-bromo-4-(difluoromethyl)-13,18-dimethoxy-15,15-dioxo-8-oxa-15λ6-thia-4,5,16,19-tetrazatetracyclo[15.3.1.110,14.02,6]docosa-1(20),2,5,10(22),11,13,17(21),18-octaen-9-one BrC1=CC=2C(OCC3=NN(C=C3C3=CN=C(C(NS(C(=C1OC)C2)(=O)=O)=C3)OC)C(F)F)=O